N'-[[4-[3-fluoro-2-methoxy-4-(3-methoxyphenyl)anilino]phenyl]methyl]-N'-methyl-ethane-1,2-diamine FC=1C(=C(NC2=CC=C(C=C2)CN(CCN)C)C=CC1C1=CC(=CC=C1)OC)OC